benzyl (9aR)-6-oxo-3,4,7,8,9,9a-hexahydro-1H-pyrido[1,2-a]pyrazine-2-carboxylate O=C1CCC[C@H]2N1CCN(C2)C(=O)OCC2=CC=CC=C2